tert-Butyl 2,6-diethyl-4-oxopiperidine-1-carboxylate C(C)C1N(C(CC(C1)=O)CC)C(=O)OC(C)(C)C